BrC1=CC=C2CN(C(C2=C1)=O)[C@@H](C(=O)NC=1SC=CN1)C=1C2=C(N(N1)COCC[Si](C)(C)C)CCC2 |r| (2RS)-2-(6-bromo-1-oxo-isoindoline-2-yl)-N-thiazol-2-yl-2-[1-(2-trimethylSilylethoxymethyl)-5,6-dihydro-4H-cyclopenta[c]Pyrazol-3-yl]Acetamide